C(C=C)(=O)OCCCCOC(C=C)=O tetramethyleneglycol diacrylate